C(C)(C)(C)OC(=O)N1CCC(CC1)(C1=CC=2N(C=C1OC)N=CC2)O.C(C)(C)(C)C2=C(OC1=C(C=CC=C1)NC(=O)C1=C(N=C(S1)C)C(F)(F)F)C=C(C=C2)C N-(2-(2-tert-butyl-5-methylphenoxy)phenyl)-2-methyl-4-(trifluoromethyl)thiazole-5-carboxamide tert-butyl-4-hydroxy-4-(6-methoxypyrazolo[1,5-a]pyridin-5-yl)piperidine-1-carboxylate